C(C1=CC=CC=C1)OC=1C=C2CCNC(C2=CC1OC)\C=C\C1=C(C=C(C(=C1)OCC1=NC=CC=C1)OC)C 6-(benzyloxy)-7-methoxy-1-[(E)-2-{4-methoxy-2-methyl-5-[(pyridin-2-yl)methoxy]phenyl}ethenyl]-1,2,3,4-tetrahydroisoquinoline